FC1(CCC(CC1)(C(=O)N)N(C(C#C)=O)C1=CC(=CC=C1)CF)F 4,4-difluoro-1-(N-(3-(fluoromethyl)phenyl)propiolamido)cyclohexane-1-carboxamide